ClC=1C=C2C(=C(C=NC2=C(C1)Cl)S(=O)(=O)Cl)O 6,8-dichloro-4-hydroxy-quinoline-3-sulfonyl chloride